3,6-dichloro-N-(1H-indol-3-ylmethyl)pyridazin-4-amine ClC=1N=NC(=CC1NCC1=CNC2=CC=CC=C12)Cl